CCC(CC)NC(=O)C1=CN=C(O1)C=1C=C(C=CC1)C=1N=C(N(C1)COCC[Si](C)(C)C)C(=O)OCC Ethyl 4-(3-(5-(pentan-3-ylcarbamoyl)oxazol-2-yl)phenyl)-1-((2-(trimethylsilyl)ethoxy)methyl)-1H-imidazole-2-carboxylate